ClC=1C=C(C=CC1OC)C(C(=O)OCC)=O ethyl 2-(3-chloro-4-methoxyphenyl)-2-oxoacetate